CN(CCOC=1C=CC(=C(C(=O)N[C@H](C)C2=CC(=CC(=C2)C2=CN=C(S2)C)C=2C=NN(C2)C)C1)C)C (R)-5-(2-(dimethylamino)ethoxy)-2-methyl-N-(1-(3-(1-methyl-1H-pyrazol-4-yl)-5-(2-methylthiazol-5-yl)phenyl)ethyl)benzamide